[(3-Methoxybenzoyl)amino]-6,6-dimethyl-5,7-dihydro-4H-benzothiophene-3-carboxylic acid COC=1C=C(C(=O)NC=2SC3=C(C2C(=O)O)CCC(C3)(C)C)C=CC1